tert-butyl 4-hydroxy-4-((1-(4-nitrophenyl)-4-oxo-1,4-dihydro-5H-pyrazolo[3,4-d]pyrimidin-5-yl)methyl)piperidine-1-carboxylate OC1(CCN(CC1)C(=O)OC(C)(C)C)CN1C=NC2=C(C1=O)C=NN2C2=CC=C(C=C2)[N+](=O)[O-]